FC=1C=C2C(=NC=3N(C2=CC1)C(=NN3)C)C3CNC1=C(O3)C(=CC=C1)C#CC(C(F)(F)F)(C)C (7-fluoro-1-methyl-[1,2,4]triazolo[4,3-a]quinazolin-5-yl)-8-(4,4,4-trifluoro-3,3-dimethylbut-1-yn-1-yl)-3,4-dihydro-2H-benzo[b][1,4]oxazine